C(C)OC1=C(SC(=C1)C1=NC=NC(=C1)NCCN1C(=CC2=C(C=CC(=C12)F)OC)C)C1=NOC(N1)=O 3-(3-Ethoxy-5-{6-[2-(7-fluoro-4-methoxy-2-methyl-indol-1-yl)-ethylamino]-pyrimidin-4-yl}-thiophen-2-yl)-[1,2,4]oxadiazol-5(4H)-on